1-(5-((3-fluoro-1-(piperidin-4-yl)-1H-indol-4-yl)thio)pyrazin-2-yl)-4-methylpiperidin FC1=CN(C2=CC=CC(=C12)SC=1N=CC(=NC1)N1CCC(CC1)C)C1CCNCC1